3-methyl-2-(4-nitrobenzyl)isoindolin-1-one sodium acetate C(C)(=O)[O-].[Na+].CC1N(C(C2=CC=CC=C12)=O)CC1=CC=C(C=C1)[N+](=O)[O-]